CN(C(=O)NC=1C=C(C(=O)NC2CCC(CC2)NC2=CC(=NC3=CC=C(C=C23)Cl)C(F)(F)F)C=CC1)C 3-[(dimethylcarbamoyl)amino]-N-[(1s,4s)-4-{[6-chloro-2-(trifluoromethyl)quinolin-4-yl]amino}cyclohexyl]benzamide